lithium manganese iron manganate [Mn](=O)(=O)([O-])[O-].[Fe+2].[Mn+2].[Li+]